2-(azetidin-1-yl)-N-[2-(3,3-difluoropyrrolidin-1-yl)-4-(2-fluorophenyl)-3-pyridyl]pyrimidine-5-carboxamide N1(CCC1)C1=NC=C(C=N1)C(=O)NC=1C(=NC=CC1C1=C(C=CC=C1)F)N1CC(CC1)(F)F